2-{[(2R,7aR)-2-fluoro-hexahydro-1H-pyrrolizin-7a-yl]methoxyl-6-chloro-4-{3,8-diazabicyclo[3.2.1]octan-3-yl}-8-fluoroquinazolin-7-yl}naphthalen-2-ol F[C@@H]1C[C@]2(CCCN2C1)COC1=NC2=C(C(=C(C=C2C(=N1)N1CC2CCC(C1)N2)Cl)C2(CC1=CC=CC=C1C=C2)O)F